1-(cis-3-fluoro-4-((4-((5-(furan-2-yl)-2-methoxyphenyl)amino)-7-methoxyquinazolin-6-yl)oxy)piperidin-1-yl)prop-2-en-1-one F[C@@H]1CN(CC[C@@H]1OC=1C=C2C(=NC=NC2=CC1OC)NC1=C(C=CC(=C1)C=1OC=CC1)OC)C(C=C)=O